2-(3'-(5-(Dimethylglycyl)-5,6-dihydro-4H-pyrrolo[3,4-d]oxazol-2-yl)-2,2'-dimethyl-[1,1'-biphenyl]-3-yl)-5-formylbenzo[d]oxazole-7-carbonitrile CN(CC(=O)N1CC=2N=C(OC2C1)C=1C(=C(C=CC1)C1=C(C(=CC=C1)C=1OC2=C(N1)C=C(C=C2C#N)C=O)C)C)C